OC1=C(C(OC2=C(C=C(C=C12)C)C)=O)C=O 4-HYDROXY-6,8-DIMETHYL-2-OXO-2H-CHROMENE-3-CARBALDEHYDE